(Z)-2-chloro-3-(2-(2-fluoropyridin-3-yl)vinyl)pyridine ClC1=NC=CC=C1\C=C/C=1C(=NC=CC1)F